C(CCCCCCCC)(=O)O.CC(COC(C)CO)O dipropylene glycol pelargonate